OC1=C2C(C=C(OC2=CC(=C1)OC)C1=CC(=C(C(=C1)OC)OC)OC)=O 5-hydroxy-3',4',5',7-tetramethoxyflavone